(6-decanamido-caproyl)-oxybenzenesulfonate C(CCCCCCCCC)(=O)NCCCCCC(=O)OC1=C(C=CC=C1)S(=O)(=O)[O-]